C(C)(C)(C)OC(=O)N[C@@H]([C@@H](C(=O)N[C@@H](C(=O)O)C1=CC(=CC=C1)OC(F)(F)F)O)CC1=CC=C(C=C1)Cl (R)-2-((2S,3R)-3-((tert-butoxycarbonyl)amino)-4-(4-chlorophenyl)-2-hydroxybutanamido)-2-(3-(trifluoromethoxy)phenyl)acetic acid